NC(C(F)(F)F)C1=CC=C(C=C1)N1N=C(C=C1)NC(=O)N[C@H]1CCOC2=C(C=CC=C12)Cl 1-[1-[4-[1-amino-2,2,2-trifluoro-ethyl]phenyl]pyrazol-3-yl]-3-[(4S)-8-chlorochroman-4-yl]urea